3-(4-glycidylbutoxy)-1,2-propanediol C(C1CO1)CCCCOCC(CO)O